methyl 1,4-diazabicyclo[2.2.2]octane-2-carboxylate N12C(CN(CC1)CC2)C(=O)OC